rel-(4aS,7S,7aS)-7-(benzyloxy)-octahydrocyclopenta[b][1,4]oxazine-4-carboxylic acid tert-butyl ester C(C)(C)(C)OC(=O)N1[C@@H]2[C@H](OCC1)[C@H](CC2)OCC2=CC=CC=C2 |o1:8,9,13|